(R)-(2-(2-fluoropropan-2-yl)oxazol-5-yl)(4-(4-(trifluoromethyl)pyrazolo[1,5-a]pyridin-2-yl)-1,4,6,7-tetrahydro-5H-imidazo[4,5-c]pyridin-5-yl)methanone FC(C)(C)C=1OC(=CN1)C(=O)N1[C@H](C2=C(CC1)NC=N2)C2=NN1C(C(=CC=C1)C(F)(F)F)=C2